FC1(CC2(C1)C[C@@H](N(CC2)CC2=C1C=CNC1=C(C=C2OC)C)C=2C=CC(=NC2)O)F (R)-5-(2,2-difluoro-7-((5-methoxy-7-methyl-1H-indol-4-yl)methyl)-7-azaspiro[3.5]nonan-6-yl)pyridin-2-ol